C(C)(C)(C)OC(=O)N1CC=2N(CCC1)N=C(C2)C(NC)=O tert-butyl-2-(methylcarbamoyl)-7,8-dihydro-4H-pyrazolo[1,5-a][1,4]diazepine-5(6H)-carboxylate